3-((6-(4-fluoro-3-(trifluoromethyl)phenoxy)pyridin-3-yl)methoxy)-8a-methyl-7,8,8a,9-tetrahydro-1H,6H-pyrrolo[1',2':3,4]imidazo[1,2-c]pyrimidin-1-one FC1=C(C=C(OC2=CC=C(C=N2)COC=2C=C3N(C(N2)=O)CC2(N3CCC2)C)C=C1)C(F)(F)F